N1(CCCCC1)CCN1CCC(CC1)CC=1C(NN=C(C1)N1N=CC=C1)=O [1-(2-piperidin-1-ylethyl)piperidin-4-yl]methyl-6-pyrazol-1-ylpyridazin-3-one